2,4,6-triphenylthiopyranium hexafluorophosphate F[P-](F)(F)(F)(F)F.C1(=CC=CC=C1)C1=[S+]C(=CC(=C1)C1=CC=CC=C1)C1=CC=CC=C1